(2-((3-cyano-5-(trifluoromethyl)pyridin-2-yl)oxy)ethyl)carbamic acid tert-butyl ester C(C)(C)(C)OC(NCCOC1=NC=C(C=C1C#N)C(F)(F)F)=O